1-(4-methoxy-1H-pyrrolo[3,2-c]pyridin-3-yl)-3-(4-(trifluoromethyl)phenyl)urea COC1=NC=CC2=C1C(=CN2)NC(=O)NC2=CC=C(C=C2)C(F)(F)F